C(CO)(=[O+][S-])O glycolic acid sulfide